2,2'-bis(trifluoromethyl)-4,4'-Diaminobiphenyl FC(C1=C(C=CC(=C1)N)C1=C(C=C(C=C1)N)C(F)(F)F)(F)F